FC1(CN(C2(CC2)C1)C(=O)C1=NOC2=C1CN(CC2)C(=O)OC(C)(C)C)F tert-butyl 3-(6,6-difluoro-4-azaspiro[2.4]heptane-4-carbonyl)-6,7-dihydroisoxazolo[4,5-c]pyridine-5(4H)-carboxylate